4-((4-amino-3-iodo-1H-pyrazolo[3,4-d]pyrimidin-1-yl)methyl)piperidine-1-carboxylic acid tert-butyl ester C(C)(C)(C)OC(=O)N1CCC(CC1)CN1N=C(C=2C1=NC=NC2N)I